C1=CN=CC=C1CC2=CC=NC=C2 4,4'-DIPYRIDYLMETHANE